(E)-N,N-Dimethyl-4-((1-(((5-((Z)-4,4,4-trifluoro-1-(3-fluoro-1H-indazol-5-yl)-2-phenylbut-1-en-1-yl)pyridin-2-yl)oxy)methyl)cyclopropyl)amino)but-2-enamide CN(C(\C=C\CNC1(CC1)COC1=NC=C(C=C1)\C(=C(\CC(F)(F)F)/C1=CC=CC=C1)\C=1C=C2C(=NNC2=CC1)F)=O)C